3-{2-[4,6-bis(trifluoromethyl)-1,3,5-triazin-2-yl]-6-chloro-2,3,4,9-tetrahydro-1H-pyrido[3,4-b]indol-1-yl}propan-1-ol FC(C1=NC(=NC(=N1)C(F)(F)F)N1C(C=2NC3=CC=C(C=C3C2CC1)Cl)CCCO)(F)F